C1(CC(C(CC1)C(C)C)OC(=O)C=1NC=CN1)C menthoxycarbonyl-imidazole